(2R,3R,4R)-5-(azidomethyl)-3,4-bis(benzyloxy)-2-((benzyloxy)methyl)tetrahydro-2H-pyran N(=[N+]=[N-])CC1[C@H]([C@H]([C@H](OC1)COCC1=CC=CC=C1)OCC1=CC=CC=C1)OCC1=CC=CC=C1